N1=CN=C(C2=C1NC=C2)N2CCSC(=C2)C=2C=NN(C2)CC(=O)N2CCOCC2 2-(4-(4-(7H-Pyrrolo[2,3-d]pyrimidin-4-yl)-3,4-dihydro-2H-1,4-thiazin-6-yl)-1H-pyrazol-1-yl)-1-morpholinoethan-1-one